C(CCCCCCCCCCCCCCCCCC)N1C(CC1)=O 1-nonadecylazetidin-2-one